5-Cyano-2-ethyl-N-(((1s,4s)-1-hydroxy-4-(methylsulfonyl)cyclohexyl)methyl)-1-(2-(trifluoromethoxy)-4-(3,3,3-trifluoropropyl)phenyl)-1H-imidazole-4-carboxamide C(#N)C1=C(N=C(N1C1=C(C=C(C=C1)CCC(F)(F)F)OC(F)(F)F)CC)C(=O)NCC1(CCC(CC1)S(=O)(=O)C)O